tert-Butyl-2-[[(2S)-2-[(4Z,7S)-7-[9H-fluoren-9-ylmethoxycarbonyl(methyl)amino]-8-oxo-2,3,6,7-tetrahydroazocin-1-yl]-3-[4-(trifluoromethyl)phenyl]propanoyl]-methyl-amino]acetic acid C(C)(C)(C)C(C(=O)O)N(C)C([C@H](CC1=CC=C(C=C1)C(F)(F)F)N1CC\C=C/C[C@@H](C1=O)N(C)C(=O)OCC1C2=CC=CC=C2C=2C=CC=CC12)=O